COCCOC=1C2=C(N=C(N1)NC1=CC=C(C=C1)CN1CCN(CC1)C)NC=C2C2=CC=C(C#N)C=C2 4-(4-(2-methoxyethoxy)-2-((4-((4-methylpiperazin-1-yl)methyl)phenyl)amino)-7H-pyrrolo[2,3-d]pyrimidin-5-yl)benzonitrile